Difluoro(3,5,6-trifluoropyridin-2-yl)acetic acid FC(C(=O)O)(C1=NC(=C(C=C1F)F)F)F